S1C(=NC=C1)C=1SCC(N1)C(=O)O 2-(thiazol-2-yl)-4,5-dihydrothiazole-4-carboxylic acid